5-((2-Amino-9-((2R,3S,4S,5R)-4-fluoro-3-hydroxy-5-(hydroxymethyl)tetrahydrofuran-2-yl)-6,8-dioxo-1,6,8,9-tetrahydro-7H-purin-7-yl)methyl)thiophen NC=1NC(C=2N(C(N(C2N1)[C@@H]1O[C@@H]([C@H]([C@H]1O)F)CO)=O)CC1=CC=CS1)=O